chloro-2-fluoro-1-((2-iodophenoxy)methyl)benzene ClC=1C(=C(C=CC1)COC1=C(C=CC=C1)I)F